FC1=CC=C(C=C1)C=1N(C(C2=CC(=CC(=C2C1)C(C)NC=1C(=NC=CC1)C(=O)O)C)=O)C 3-((1-(3-(4-fluorophenyl)-2,7-dimethyl-1-oxo-1,2-dihydroisoquinolin-5-yl)ethyl)amino)picolinic acid